2-[2-(3-chloro-4-fluoro-phenyl)-benzimidazol-1-yl]-2,N-dicyclohexyl-acetamide ClC=1C=C(C=CC1F)C1=NC2=C(N1C(C(=O)NC1CCCCC1)C1CCCCC1)C=CC=C2